3-(3-bromo-4-nitrophenyl)-3,8-diazabicyclo[3.2.1]Octane-8-carboxylic acid tert-butyl ester C(C)(C)(C)OC(=O)N1C2CN(CC1CC2)C2=CC(=C(C=C2)[N+](=O)[O-])Br